tert-butyl (S)-3-(((4-(trifluoromethyl)phenyl)sulfonyl)oxy)pyrrolidine-1-carboxylate FC(C1=CC=C(C=C1)S(=O)(=O)O[C@@H]1CN(CC1)C(=O)OC(C)(C)C)(F)F